1-(7-methyl-6-(1-methyl-1H-pyrazol-4-yl)-3,4-dihydro-1H-spiro[1,8-naphthyridine-2,3'-pyrrolidin]-1'-yl)propan-1-one CC1=C(C=C2CCC3(CN(CC3)C(CC)=O)NC2=N1)C=1C=NN(C1)C